C(C)(C)C1(CC=C(CC1)C)OC(\C=C\C1=CC=C(C=C1)OC)=O 1-Isopropyl-4-methylcyclohex-3-en-1-yl-(E)-3-(4-methoxyphenyl)acrylat